ClC1=C(C=C(C=C1)NC(=O)[C@@H]1C([C@H]1C1=CC(=CC(=C1)Cl)Cl)(Cl)Cl)NC(C1=CC=C(C=C1)C(F)(F)F)=O |r| trans-rac-N-(2-Chloro-5-(2,2-dichloro-3-(3,5-dichlorophenyl)cyclopropane-1-carboxamido)phenyl)-4-(trifluoromethyl)benzamide